methyl 4-bromo-2-(cyclopropoxy)benzoate BrC1=CC(=C(C(=O)OC)C=C1)OC1CC1